C1CC(=O)N(C1=O)OC(=O)CCCCCCCCC(=O)ON2C(=O)CCC2=O Di(N-succinimidyl) sebacate